N-[6-(2,8-dimethyl-[1,2,4]triazolo[1,5-b]pyridazin-6-yl)-8-fluoro-imidazo[1,2-a]pyridin-2-yl]azetidine-3-carboxamide CC1=NN2N=C(C=C(C2=N1)C)C=1C=C(C=2N(C1)C=C(N2)NC(=O)C2CNC2)F